OC(CNC(OC(C)(C)C)=O)C#CC1=CC=CC=C1 tert-butyl N-(2-hydroxy-4-phenylbut-3-yn-1-yl)carbamate